C1(CCCC1)C[Si](OCC)(OCC)CC1CC1 (cyclopentyl)methyl-(cyclopropyl)methyl-diethoxysilane